FC1(C2=CC=CC=C2C=2C=C(C=CC12)C(=O)NCC(=O)N1CC2(OCCO2)C[C@H]1C(=O)N[C@H](C)C=1SC=C(C1)C=1SC=CN1)F (S)-7-((9,9-difluoro-9H-fluorene-3-carbonyl)glycyl)-N-((R)-1-(4-(thiazol-2-yl)thiophen-2-yl)ethyl)-1,4-dioxa-7-azaspiro[4.4]nonane-8-carboxamide